N[C@H](C(=O)[O-])CCCCCC(=O)OCC1=CC=CC=C1 8-Benzyl (S)-2-aminooctanedioate